benzyl (2-(3-(((1-((4aR,8aS)-3-oxooctahydro-2H-pyrido[4,3-b][1,4]oxazine-6-carbonyl)azetidin-3-yl)methoxy)methyl)phenoxy)ethyl)carbamate O=C1N[C@H]2[C@@H](OC1)CCN(C2)C(=O)N2CC(C2)COCC=2C=C(OCCNC(OCC1=CC=CC=C1)=O)C=CC2